N2-((1S,3S)-3-((7-(trifluoromethyl)-[1,2,4]triazolo[1,5-a]pyridin-2-yl)amino)cyclopentyl)pyridine-2,5-diamine FC(C1=CC=2N(C=C1)N=C(N2)N[C@@H]2C[C@H](CC2)NC2=NC=C(C=C2)N)(F)F